C(C)(C)(C)OC(=O)N1C[C@@H](CC1)OS(=O)(=O)CC1=CC=CC=C1 (R)-3-(toluenesulfonyloxy)pyrrolidine-1-carboxylic acid tert-butyl ester